F[P-](F)(F)(F)(F)F.BrCCCCCCCCCCCCCC[PH3+] bromotetradecylphosphonium hexafluorophosphate salt